(5R)-2-(4-Ethylsulfonyl-2-fluorophenyl)-5-methyl-6,7-dihydro-5H-pyrazolo[5,1-b][1,3]oxazine-3-carboxylic acid C(C)S(=O)(=O)C1=CC(=C(C=C1)C1=NN2C(O[C@@H](CC2)C)=C1C(=O)O)F